ClC(=CO)C=1C(=NC=CC1)C(F)(F)F 2-chloro-2-(2-(trifluoromethyl)pyridin-3-yl)ethen-1-ol